4-((3-chlorophenyl)(methyl)amino)pyrrolidine-2-carboxylic acid ClC=1C=C(C=CC1)N(C1CC(NC1)C(=O)O)C